(Z)-6-hydroxy-2-((E)-3-(3-trifluoromethylphenyl)allyl)benzofuran-3(2H)-one OC1=CC2=C(C(C(O2)C\C=C\C2=CC(=CC=C2)C(F)(F)F)=O)C=C1